1-methylethyl 2-(acetylamino)-2-deoxy-α-D-glucopyranoside C(C)(=O)N[C@H]1[C@@H](OC(C)C)O[C@@H]([C@H]([C@@H]1O)O)CO